C(C(=C)C)(=O)OCCCCCCCCCCCCCCCCCCC nondecyl methacrylate